C[Si](OC)(OC)OC METHYLTRIMETHOXYSILANE